3-((3-Chlorobenzyl)amino)-N-(3-((1-(tetrahydro-2H-pyran-2-yl)-6-(4H-1,2,4-triazol-4-yl)-1H-indazol-4-yl)amino)propyl)propanamide ClC=1C=C(CNCCC(=O)NCCCNC2=C3C=NN(C3=CC(=C2)N2C=NN=C2)C2OCCCC2)C=CC1